3-(7-Methyl-1H-indazol-5-yl)-2-{[4-(2-oxo-1,4-dihydro-2H-quinazolin-3-yl)-piperidine-1-carbonyl]-amino}-propionic acid piperidin-4-yl ester N1CCC(CC1)OC(C(CC=1C=C2C=NNC2=C(C1)C)NC(=O)N1CCC(CC1)N1C(NC2=CC=CC=C2C1)=O)=O